2-chloro-1,3-dimethylimidazole tetrafluoroborate F[B-](F)(F)F.ClC1N(C=CN1C)C